BrC1=C(C=CC=C1O)CC(=O)OC methyl (2-bromo-3-hydroxyphenyl)acetate